3-(2-(4-chloro-3-fluorophenoxy)-4-methyl-5-nitrophenyl)-7-methoxy-1-methyl-1H-pyrrolo[2,3-C]pyridine ClC1=C(C=C(OC2=C(C=C(C(=C2)C)[N+](=O)[O-])C2=CN(C3=C(N=CC=C32)OC)C)C=C1)F